BrC1=C(C=C(C#N)C=C1)C1=NN=C(N1C)S 4-bromo-3-(4-methyl-5-sulfanyl-1,2,4-triazol-3-yl)benzonitrile